CN1N=NN=C1C1=CC=C(C=C1)C1=CN=CC=2[C@@H](CCCC12)NC(CC)=O (R)-N-(4-(4-(1-methyl-1H-tetrazol-5-yl)phenyl)-5,6,7,8-tetrahydroisoquinolin-8-yl)propanamide